tert-butyl cis-2-benzyl-4-methyl-3,4,6,7,9,9a-hexahydro-1H-pyrazino[1,2-a]pyrazine-8-carboxylate C(C1=CC=CC=C1)N1C[C@@H]2N([C@@H](C1)C)CCN(C2)C(=O)OC(C)(C)C